dimethyl-dimethylsilylene(2,6,6-trimethyl-1,5,6,7-tetrahydro-s-indacen-1-yl)(tert-butylamino)titanium CC([Si](=[Ti](NC(C)(C)C)C1C(=CC2=CC=3CC(CC3C=C12)(C)C)C)C)C